OC=1C=C(C=CC1)C=CC(=O)C1=C(C(=C(C=C1)O)O)O 3-(3-hydroxyphenyl)-1-(2,3,4-trihydroxyphenyl)prop-2-en-1-one